niobium-yttrium [Y].[Nb]